(R)-7-(3-(1-(2,2-difluoro-1-(4-fluoro-phenyl)propyl)-1H-pyrazol-4-yl)-2-fluorophenyl)-5-fluoro-[1,2,4]triazolo-[1,5-a]pyridin-2-amine FC([C@@H](C1=CC=C(C=C1)F)N1N=CC(=C1)C=1C(=C(C=CC1)C1=CC=2N(C(=C1)F)N=C(N2)N)F)(C)F